(2S,3R,4S,5R)-4-[[3-[2-Methoxy-6-(trifluoromethyl)-3-pyridyl]-4,5-dimethyl-5-(trifluoromethyl)tetrahydrofuran-2-carbonyl]amino]pyridin-2-carboxamid COC1=NC(=CC=C1[C@@H]1[C@H](O[C@]([C@H]1C)(C(F)(F)F)C)C(=O)NC1=CC(=NC=C1)C(=O)N)C(F)(F)F